(9Z)-9-octadecenoate C(CCCCCCC\C=C/CCCCCCCC)(=O)[O-]